NCC(CNCC1=CC=2N(N=C1)C=C(N2)[C@H](C2CCC(CC2)(F)F)NC(OC(C)(C)C)=O)(F)F tert-Butyl (S)-((7-(((3-amino-2,2-difluoropropyl)amino)methyl)imidazo[1,2-b]pyridazin-2-yl)(4,4-difluorocyclohexyl)methyl)carbamate